3-(5-(((1S,2S)-2-(1'-(1-meth-ylcyclobutane-1-carbonyl)-[4,4'-bipiperidin]-1-yl)cyclohexyl)oxy)-1-oxoisoindolin-2-yl)piperidine-2,6-dione CC1(CCC1)C(=O)N1CCC(CC1)C1CCN(CC1)[C@@H]1[C@H](CCCC1)OC=1C=C2CN(C(C2=CC1)=O)C1C(NC(CC1)=O)=O